C(C1=CC=CC=C1)OCCCC[C@@H](C)OC1=C(C=CC(=C1F)OC)S(=O)(=O)N1[C@@H](CCC1)C(=O)OC(C)(C)C tert-Butyl ((2-(((R)-6-(benzyloxy)hexan-2-yl)oxy)-3-fluoro-4-methoxyphenyl)sulfonyl)-L-prolinate